(5-chloro-4-(1-(cyclopropanesulfonyl)-1H-pyrazol-4-yl)pyrimidin-2-yl)-2-methyl-3-(2-methyl-diazaspiro[3.5]nonan-2-yl)-2H-indazol-6-amine ClC=1C(=NC(=NC1)C=1C2=C(N(N=C2C=C(C1)N)C)C1(NC2(N1)CCCCC2)C)C=2C=NN(C2)S(=O)(=O)C2CC2